C[Si](CCO)(C)C 2-(Trimethylsilyl)ethane-1-ol